3-(5-(((1R,2S)-2-((7-oxabicyclo[2.2.1]heptan-2-yl)amino)cyclohexyl)methyl)-1-oxoisoindolin-2-yl)piperidine-2,6-dione C12C(CC(CC1)O2)N[C@@H]2[C@H](CCCC2)CC=2C=C1CN(C(C1=CC2)=O)C2C(NC(CC2)=O)=O